benzyl 6-(2-{[2-oxo-2-({2-[(2-deoxy-2-palmitamido-D-glucopyranosyl)oxy]ethyl}amino)ethyl][2-oxo-2-({2-[(α-L-fucopyranosyl)oxy]ethyl}amino)ethyl]amino}acetamido)hexanoate O=C(CN(CC(=O)NCCCCCC(=O)OCC1=CC=CC=C1)CC(NCCO[C@H]1[C@@H](O)[C@H](O)[C@H](O)[C@@H](O1)C)=O)NCCOC1[C@@H]([C@@H](O)[C@H](O)[C@H](O1)CO)NC(CCCCCCCCCCCCCCC)=O